CC(CN1N=CC(=C1)B1OC(C(O1)(C)C)(C)C)(C)O 2-methyl-1-[4-(4,4,5,5-tetramethyl-1,3,2-dioxaborolan-2-yl)-1H-pyrazol-1-yl]propan-2-ol